2-(2-(6-((cis)-2,6-dimethylmorpholino)pyridin-2-yl)-1,6-naphthyridin-7-yl)-N-(3-methyl-5-(methylsulfonyl)phenyl)acetamide C[C@@H]1O[C@@H](CN(C1)C1=CC=CC(=N1)C1=NC2=CC(=NC=C2C=C1)CC(=O)NC1=CC(=CC(=C1)S(=O)(=O)C)C)C